2-(3,4-dichlorophenyl)-N,N-dimethyl-2-((4-(trifluoromethoxy)phenyl)sulfonamido)acetamide ClC=1C=C(C=CC1Cl)C(C(=O)N(C)C)NS(=O)(=O)C1=CC=C(C=C1)OC(F)(F)F